1'-(4-bromophenyl)-5-methoxy-3H-spiro[benzofuran-2,3'-pyrrolidine]-2'-one BrC1=CC=C(C=C1)N1C(C2(CC1)OC1=C(C2)C=C(C=C1)OC)=O